CNC1=NC(N(C2=CC(=CC=C12)C(F)(F)F)C1=NC=CN=C1)=O 4-(Methylamino)-1-(pyrazin-2-yl)-7-(trifluoromethyl)quinazolin-2(1H)-one